C(C)(=O)N1CC2(CC(C2)C(=O)N2CC3N(C(C2)C3)C(\C=C\CN(C)C)=O)CC1 (E)-1-(3-(6-acetyl-6-azaspiro[3.4]octane-2-carbonyl)-3,6-diazabicyclo[3.1.1]heptan-6-yl)-4-(dimethylamino)but-2-en-1-one